C1(=CC=CC=C1)CCCC1=NOC(=N1)[C@H]1N(C[C@@H](C1)F)S(=O)(=O)CC(C)C 3-(3-phenylpropyl)-5-[(2S,4R)-1-isobutyl-sulfonyl-4-fluoropyrrolidin-2-yl]-1,2,4-oxadiazole